[4-[[5-[[(2R)-2-(4,5-dichloro-6-oxo-pyridazin-1-yl)propanoyl]amino]-2-methyl-phenyl]sulfonylamino]butyl]carbamate ClC=1C=NN(C(C1Cl)=O)[C@@H](C(=O)NC=1C=CC(=C(C1)S(=O)(=O)NCCCCNC([O-])=O)C)C